methyl (2R,4R)-1-benzyl-4-hydroxy-2-methyl-pyrrolidine-2-carboxylate C(C1=CC=CC=C1)N1[C@](C[C@H](C1)O)(C(=O)OC)C